sulfur copper sulfide lead [Pb].[Cu]=S.[S]